C(C1=CC=CC=C1)N1C2=C(SCC1)C=CC(=C2)[C@H](CO)NC(=O)NC2=CC=C1C=CNC1=C2 (R)-1-(1-(4-benzyl-3,4-dihydro-2H-benzo[b][1,4]thiazin-6-yl)-2-hydroxyethyl)-3-(1H-indol-6-yl)urea